C(CCC#C)(=O)N[C@@H]1C(O)O[C@@H]([C@H]([C@@H]1O)O)CO N-(4-pentynoyl)-mannosamine